1-ethyl-3-methylimidazolium diethyl-phosphonate C(C)OP(OCC)=O.C(C)N1C=[N+](C=C1)C